NC1=NC=NN2C1=C(C(=N2)C2=CC=C(C=C2)NC(C(=C)F)=O)C2=CC(=C(C(=O)N(CC(F)(F)F)C)C=C2)OC 4-(4-amino-6-(4-(2-fluoroacrylamido)phenyl)pyrazolo[5,1-f][1,2,4]triazin-5-yl)-2-methoxy-N-methyl-N-(2,2,2-trifluoroethyl)benzamide